1-amino-3-bromo-5-methoxypyridin-1-ium 2,4,6-trimethylbenzenesulfonate CC1=C(C(=CC(=C1)C)C)S(=O)(=O)[O-].N[N+]1=CC(=CC(=C1)OC)Br